5-((2-Methyl-4-(4-(trifluoromethyl)piperidin-1-yl)phenyl)amino)-1H-indole-3-carboxamide CC1=C(C=CC(=C1)N1CCC(CC1)C(F)(F)F)NC=1C=C2C(=CNC2=CC1)C(=O)N